C1=C(NC(=N1)CC[C@@H](C(=O)O)N)C[C@@H](C(=O)O)N The molecule is a 2-(3-amino-3-carboxypropyl)-L-histidine in which position 3 on the side-chain has S-configuration. It is a tautomer of a 2-[(3S)-3-amino-3-carboxypropyl]-L-histidine dizwitterion.